methyl 2-(3,5-dichloro-4-((5-cyclopentyl-6-oxo-1,6-dihydropyridazin-3-yl)oxy)phenyl)-3,5-dioxo-2,3,4,5-tetrahydro-1,2,4-triazine-6-carboxylate ClC=1C=C(C=C(C1OC1=NNC(C(=C1)C1CCCC1)=O)Cl)N1N=C(C(NC1=O)=O)C(=O)OC